(E)-1-(3-bromoprop-1-en-1-yl)-4-fluoro-2-(trifluoromethyl)benzene BrC/C=C/C1=C(C=C(C=C1)F)C(F)(F)F